(S)-5-(tert-butoxy)-4-((tert-butoxycarbonyl)amino)-5-oxopentanoic acid C(C)(C)(C)OC([C@H](CCC(=O)O)NC(=O)OC(C)(C)C)=O